Cl.FC=1C(=NC(=NC1)NC1=CC=C(C=N1)N1CC(NCC1)=O)C=1C=C2C=CC=NC2=C(C1)F 4-(6-((5-Fluoro-4-(8-fluoroquinolin-6-yl)pyrimidin-2-yl)amino)pyridin-3-yl)piperazin-2-one hydrochloride